C(CCCCCCCCCCC)N(CCCCCCCCCCCC)C=1C=C(C=CC1)NC(C)=O N-[3-(N,N-didodecylamino)phenyl]acetamide